ClCCOP(=O)([O-])[O-] (chloroethyl)phosphat